N[C@@H]1CC[C@@H](CC[C@@H]1F)C1=C(C=NN1C)NC(=O)C=1N=C(SC1)C1=C(C=CC=C1F)F N-(5-((2s,5r,6s)-5-amino-6-fluorocycloheptan-2-yl)-1-methyl-1H-pyrazol-4-yl)-2-(2,6-difluorophenyl)thiazole-4-carboxamide